C(C1=CC=CC=C1)NC1=CC(=NC=N1)O[C@@H]1CN(CC1)CC(=O)NC=1C=CC=C2C(=CNC12)C1=NC(=NC=C1C)NC1=NN(C(=C1)C)C (S)-2-(3-((6-(benzylamino)pyrimidin-4-yl)oxy)pyrrolidin-1-yl)-N-(3-(2-((1,5-dimethyl-1H-pyrazol-3-yl)amino)-5-methylpyrimidin-4-yl)-1H-indol-7-yl)acetamide